CC(C(=O)NC1=NC=C(C(=O)NC2=NC=3C(=C(C=CC3C=3N2CCN3)OCCCN3CCOCC3)OC)C=C1)(C)C 6-[(2,2-dimethylpropionyl)amino]-N-[7-methoxy-8-(3-morpholin-4-ylpropoxy)-2,3-dihydroimidazo[1,2-c]quinazolin-5-yl]nicotinamide